tert-butyl 4-nitroso-1H-pyrazole-1-carboxylate N(=O)C=1C=NN(C1)C(=O)OC(C)(C)C